C(C)(=O)OCC1=C(C=CC=C1)N1CC(N(CC1)CC1CCNCC1)=O 2-[3-oxo-4-(4-piperidinylmethyl) piperazin-1-yl]Benzyl acetate